FC(C=1C(=C(C=CC1)C(C)N1[C@H](N=CC2=CC(=C(C=C12)C=1CCOCC1)OC)C)F)F (R)-N-(1-(3-(difluoromethyl)-2-fluorophenyl)ethyl)-7-(3,6-dihydro-2H-pyran-4-yl)-6-methoxy-2-methylquinazoline